ClC1=C2C(=C(NC2=CC=C1F)C(=O)N1CC2N(CC1)CCNC2)F (4-chloro-3,5-difluoro-1H-indol-2-yl)(octahydro-2H-pyrazino[1,2-a]pyrazin-2-yl)methanone